FC1=CC=C(C=C1)N1N=C(C=2C1=NC(=NC2)C(=O)NC)C=2C=C1C=CN(C1=CC2)C 1-(4-fluorophenyl)-N-methyl-3-(1-methyl-1H-indol-5-yl)-1H-pyrazolo[3,4-d]pyrimidine-6-carboxamide